monoethoxy ether C(C)OOOCC